C(C1=CC=CC=C1)OC1=C(C(=O)O)C=C(C(=C1)CC(=O)O)OCC1=CC=CC=C1 2,5-bis(benzyloxy)-4-(carboxymethyl)benzoic acid